FC(C=1C=CC(=C(C1)[C@@H](CCN(C(OC(C)(C)C)=O)C)CCN1CCCCC1)F)F tert-butyl (R)-(3-(5-(difluoromethyl)-2-fluorophenyl)-5-(piperidin-1-yl)pentyl)(methyl)carbamate